CON=C(C(=O)N1CCC(CC1)NC1=CC(=NC=N1)C(=O)N)CC(C)C 6-((1-(2-(methoxyimino)-4-methylpentanoyl)piperidin-4-yl)amino)pyrimidine-4-carboxamide